C(C=C)(=O)OCC(COC(C=C)=O)(CC)COC(C=C)=O 2-((Acryloyloxy)methyl)-2-ethylpropane-1,3-diyl diacrylate